tert-butyl 4-((6-(2-allyl-6-(methylsulfonyl)-3-oxo-2,3-dihydro-1H-pyrazolo[3,4-d]pyrimidin-1-yl)pyridin-2-yl)oxy)azepane-1-carboxylate C(C=C)N1N(C2=NC(=NC=C2C1=O)S(=O)(=O)C)C1=CC=CC(=N1)OC1CCN(CCC1)C(=O)OC(C)(C)C